N-[6-(5-chloro-2-fluorophenyl)pyridazin-4-yl]-7-[2-(piperazin-1-yl)ethoxy]-quinolin-4-amine ClC=1C=CC(=C(C1)C1=CC(=CN=N1)NC1=CC=NC2=CC(=CC=C12)OCCN1CCNCC1)F